ethyl 2,6-dichloro-5-methylnicotinate ClC1=C(C(=O)OCC)C=C(C(=N1)Cl)C